tert-butyl 7-(3-((3'-(5-(2-hydroxyethyl)-4,5,6,7-tetrahydrothiazolo[5,4-c]pyridin-2-yl)-2,2'-dimethyl-[1,1'-biphenyl]-3-yl) oxy) propyl)-2,7-diazaspiro[4.4]nonane-2-carboxylate OCCN1CC2=C(CC1)N=C(S2)C=2C(=C(C=CC2)C2=C(C(=CC=C2)OCCCN2CC1(CCN(C1)C(=O)OC(C)(C)C)CC2)C)C